2-bromoethylamine hydrobromide Br.BrCCN